1-butyl-pyrene C(CCC)C1=CC=C2C=CC3=CC=CC4=CC=C1C2=C34